OCCS(=O)(=O)NC1=CC(=C(C(=O)NC2=NC(=CC(=C2)C)OCCC(F)(F)F)C=C1)N1CCC2(CC2)CC1 4-((2-Hydroxyethyl)sulfonamido)-N-(4-methyl-6-(3,3,3-trifluoropropoxy)pyridin-2-yl)-2-(6-azaspiro[2.5]octan-6-yl)benzamide